N-(2-naphthoyl)-4-iodoindole-3-formaldehyde C1=C(C=CC2=CC=CC=C12)C(=O)N1C=C(C2=C(C=CC=C12)I)C=O